(11S)-(N-chloro-4-methoxycyclohexan-1-imine) ClN=C1CCC(CC1)OC